ethyl citraconate C(\C(\C)=C/C(=O)[O-])(=O)OCC